ClC1=NC(=C2N=C(NC2=N1)C(CO)C)N1CCOCC1 2-(2-chloro-6-morpholino-9H-purin-8-yl)propanol